Benzyl (1R,3s,5S)-3-((((S)-4-methyl-1-oxo-1-(((S)-1-oxo-3-((S)-2-oxopyrrolidin-3-yl)propan-2-yl)amino)pentan-2-yl)carbamoyl)oxy)-8-azabicyclo[3.2.1]octane-8-carboxylate CC(C[C@@H](C(N[C@H](C=O)C[C@H]1C(NCC1)=O)=O)NC(=O)OC1C[C@H]2CC[C@@H](C1)N2C(=O)OCC2=CC=CC=C2)C